FC(OC1=CC(=C(C=C1)C1=C(N=C(N=N1)N[C@H]1CN(CCC1)C)C)OCOC)F 6-[4-(difluoromethoxy)-2-(Methoxymethoxy)phenyl]-5-methyl-N-[(3R)-1-methylpiperidin-3-yl]-1,2,4-triazin-3-amine